COC1CN(C1)[C@@H]1[C@@H](CCC1)OC=1C=C2CN(C(C2=CC1)=O)C1C(NC(CC1)=O)=O 3-(5-(((1R,2S)-2-(3-methoxyazetidin-1-yl)cyclopentyl)oxy)-1-oxoisoindolin-2-yl)piperidine-2,6-dione